(E)-3-ethylsulfonyl-pyridine-2-carboxylic acid tert-butyl ester C(C)(C)(C)OC(=O)C1=NC=CC=C1S(=O)(=O)CC